2,3-dipropylhydroquinone C(CC)C1=C(O)C=CC(=C1CCC)O